(2S,4R)-1-[(2S)-2-Amino-3,3-dimethylbutanoyl]-4-hydroxy-N-[[4-(4-methyl-1,3-thiazol-5-yl)phenyl]methyl]pyrrolidine-2-carboxamide hydrochloride Cl.N[C@H](C(=O)N1[C@@H](C[C@H](C1)O)C(=O)NCC1=CC=C(C=C1)C1=C(N=CS1)C)C(C)(C)C